(3R,4S)-1-(cyclopropylsulfonyl)-3-((S)-5H-imidazo[5,1-a]isoindol-5-yl)piperidin-4-ol C1(CC1)S(=O)(=O)N1C[C@@H]([C@H](CC1)O)[C@@H]1N2C(C3=CC=CC=C13)=CN=C2